(R)-1-(6-(2-methylpiperazin-1-yl)pyridin-3-yl)dihydropyrimidine-2,4(1H,3H)-dione C[C@H]1N(CCNC1)C1=CC=C(C=N1)N1C(NC(CC1)=O)=O